2-[(3S,4S)-3-[(4-methanesulfonylphenoxy)methyl]-4-methylpyrrolidin-1-ylethyl]-2-methylbenzonitrile CS(=O)(=O)C1=CC=C(OC[C@@H]2CN(C[C@H]2C)CCC2(C(C#N)C=CC=C2)C)C=C1